2-cyclohexyl-4,4,5,5-tetramethyl-1,3,2-dioxaborolan C1(CCCCC1)B1OC(C(O1)(C)C)(C)C